FC=1C=C(C#N)C=C(C1)OC1=C2CCC(C2=C(C=C1)SC)=O 3-fluoro-5-(7-methylsulfanyl-1-oxo-indan-4-yl)oxy-benzonitrile